ClC1=CC=C(C=N1)C(C(C)C)O 1-(6-chloropyridin-3-yl)-2-methylpropan-1-ol